[(2S,3S,5S,6S)-5-benzoyloxy-2-methyl-6-(4-methyl-2-oxo-chromen-7-yl)oxy-tetrahydropyran-3-yl] benzoate C(C1=CC=CC=C1)(=O)O[C@@H]1[C@@H](O[C@H]([C@H](C1)OC(C1=CC=CC=C1)=O)OC1=CC=C2C(=CC(OC2=C1)=O)C)C